(2S,3R)-2-amino-3-(((S)-2-aminopropionylamino)methyl)-6-boronohexanoic acid N[C@H](C(=O)O)[C@H](CCCB(O)O)CNC([C@H](C)N)=O